O=C1NC(CCC1N1C(C2=CC=C(C=C2C1)NC1=CC=C(N=N1)C#N)=O)=O 6-[[2-(2,6-dioxo-3-piperidinyl)-1-oxo-isoindolin-5-yl]amino]pyridazine-3-carbonitrile